C(C)(C)C1=CC(=C(C=C1)C1=CC=C(S1)C(=O)O)OC 5-(4-isopropyl-2-methoxyphenyl)thiophene-2-carboxylic acid